(R)-1-(5-Fluoropyrazin-2-yl)-3-methoxy-N-(6-(5-methyl-6,7-dihydro-5H-pyrrolo[2,1-c][1,2,4]triazol-3-yl)pyridin-2-yl)-1H-pyrazole-4-carboxamide FC=1N=CC(=NC1)N1N=C(C(=C1)C(=O)NC1=NC(=CC=C1)C=1N2C(=NN1)CC[C@H]2C)OC